4-[[2-(2-fluoro-5-methoxy-phenyl)acetyl]amino]pyridine-2-carboxylic acid methyl ester COC(=O)C1=NC=CC(=C1)NC(CC1=C(C=CC(=C1)OC)F)=O